(3-(1-(2,2-difluoroethyl)-1H-pyrazole-4-yl)-5-fluorophenyl)methanamine FC(CN1N=CC(=C1)C=1C=C(C=C(C1)F)CN)F